N-cyclopropyl-7,9-dimethyl-pyrido[3',2':4,5]furo[3,2-d]pyrimidin-4-amine C1(CC1)NC=1C2=C(N=CN1)C1=C(O2)N=C(C=C1C)C